FC[C@@H]1CN(CCO1)C=O ((S)-2-(fluoromethyl)morpholinyl)methanone